C1(=CC=CC=C1)N1C=NC=C1C1=CC=CC=C1 4,5-diphenyl-4,2,4-triazole